(S)-2-((6-(2-chloro-3-(3-chloro-5'-methoxy-6'-((((5-oxopyrrolidin-2-yl)methyl)amino)methyl)-[2,3'-bipyridin]-4-yl)phenyl)-2-methoxypyridin-3-yl)methyl)-2,6-diazaspiro[3.4]octan-7-one ClC1=C(C=CC=C1C1=C(C(=NC=C1)C=1C=NC(=C(C1)OC)CNC[C@H]1NC(CC1)=O)Cl)C1=CC=C(C(=N1)OC)CN1CC2(C1)CNC(C2)=O